N-(4,4-difluorocyclohexyl)-6-methyl-2-(4-(trifluoromethyl)thiazol-2-yl)pyrimidin-4-amine FC1(CCC(CC1)NC1=NC(=NC(=C1)C)C=1SC=C(N1)C(F)(F)F)F